NC1CC2CC(CC2C1)NC1=NC2=C(C=C(C=C2C=N1)C1=CC(=C(C=C1)NS(=O)(=O)C1=C(C=CC=C1)Cl)F)CC N-(4-(2-(((2r,5r)-5-aminoocta-hydropentalen-2-yl)amino)-8-ethylquinazolin-6-yl)-2-fluoro-phenyl)-2-chloro-benzenesulfonamide